FC1=C(C(=O)OC(C)(C)C)C=C(C(=C1)N[C@@H](C(F)(F)F)CC)C tert-butyl (R)-2-fluoro-5-methyl-4-((1,1,1-trifluorobutan-2-yl)amino)benzoate